(rac)-6-(4-oxocycloheptyl)-1-[1-[4-(trifluoromethoxy)benzoyl]-4-piperidyl]-3H-imidazo[4,5-b]pyridine-2-one O=C1CC[C@@H](CCC1)C=1C=C2C(=NC1)NC(N2C2CCN(CC2)C(C2=CC=C(C=C2)OC(F)(F)F)=O)=O |r|